2-Chloro-4-methyl-6-vinyl-pyrimidine tert-butyl-(6-(3-((1H-pyrazol-4-yl)methyl)ureido)spiro[3.3]heptan-2-yl)carbamate C(C)(C)(C)N(C(O)=O)C1CC2(C1)CC(C2)NC(=O)NCC=2C=NNC2.ClC2=NC(=CC(=N2)C)C=C